FC(C=1C=C(C=CC1)C1=CC=C2CCC(C2=C1)NC(O[C@@H]1CN2CCC1CC2)=O)(F)F (S)-quinuclidin-3-yl (6-(3-(trifluoromethyl)phenyl)-2,3-dihydro-1H-inden-1-yl)carbamat